2-(tert-butyl)-6-methyl-2,3-dihydro-1H-benzo[f]isoindol-1-one C(C)(C)(C)N1CC=2C=C3C(=CC2C1=O)C=CC(=C3)C